2-[2-(3-ethyl-4-methyl-2-oxo-3-pyrroline-1-carboxamido)-ethyl]-benzenesulfonamide C(C)C=1C(N(CC1C)C(=O)NCCC1=C(C=CC=C1)S(=O)(=O)N)=O